NC1=C(N=CC2=C(C(=CC=C12)F)C1=NN=CN1C)C(=O)NCCC 4-amino-7-fluoro-8-(4-methyl-4H-1,2,4-triazol-3-yl)-N-propylisoquinoline-3-carboxamide